5-[4-amino-5-(trifluoromethyl)pyrrolo[2,1-f][1,2,4]triazin-7-yl]-N-[(3R,4S)-4-fluoro-1-(pyridine-4-carbonyl)pyrrolidin-3-yl]-2-methylbenzamide NC1=NC=NN2C1=C(C=C2C=2C=CC(=C(C(=O)N[C@@H]1CN(C[C@@H]1F)C(=O)C1=CC=NC=C1)C2)C)C(F)(F)F